C(CCC(=O)O)(=O)O.FC1=C(C(=O)NC2=NC(=CC=C2)C(=O)C2CCN(CC2)C)C(=CC(=C1)F)F.FC1=C(C(=O)NC2=NC(=CC=C2)C(=O)C2CCN(CC2)C)C(=CC(=C1)F)F 2,4,6-trifluoro-N-[6-(1-methyl-piperidin-4-carbonyl)-pyridin-2-yl]-benzamide hemisuccinate